C(#N)C1=CC=2C3=C(C=NC2C=C1)N=C(N3[C@H]3C[C@H](OCC3)C)CC3CN(C3)C(=O)OC(C)(C)C tert-butyl 3-((8-cyano-1-((2R,4R)-2-methyltetrahydro-2H-pyran-4-yl)-1H-imidazo[4,5-c]quinolin-2-yl)methyl)azetidine-1-carboxylate